O1CCNCC2=C1C(=CN=C2)C#N 2,3,4,5-tetrahydropyrido[3,4-f][1,4]oxazepine-9-Carbonitrile